6-chloro-4-cyclopropylnicotinonitrile ClC1=NC=C(C#N)C(=C1)C1CC1